N-[(6-Amino-2-pyridyl)sulfonyl]-6-[2-[2-(2-ethoxyethoxy)ethoxy]-6-methyl-4-pyridyl]-2-[(4S)-2,2,4-trimethylpyrrolidin-1-yl]pyridin-3-carboxamid NC1=CC=CC(=N1)S(=O)(=O)NC(=O)C=1C(=NC(=CC1)C1=CC(=NC(=C1)C)OCCOCCOCC)N1C(C[C@@H](C1)C)(C)C